FC(C1=C2CNC(C2=CC=C1)=O)(F)F 4-trifluoromethylisoindolin-1-one